3-(benzyloxy)-5-methyl-6-(3-phenoxybenzyl)-2-propylisonicotinic acid C(C1=CC=CC=C1)OC1=C(C(=O)O)C(=C(N=C1CCC)CC1=CC(=CC=C1)OC1=CC=CC=C1)C